N-((1s,4s)-4-hydroxy-4-methylcyclohexyl)-2-(1H-imidazol-1-yl)pyrimidine-4-carboxamide OC1(CCC(CC1)NC(=O)C1=NC(=NC=C1)N1C=NC=C1)C